2,5-diethylpyridine C(C)C1=NC=C(C=C1)CC